N-[(1S)-1-cyano-2-[(3S)-2-oxopyrrolidin-3-yl]ethyl]-3-[(2S)-3,3-dimethyl-2-[(2,2,2-trifluoroacetyl)amino]butanoyl]-3-azabicyclo[3.1.0]hexane-2-carboxamide C(#N)[C@H](C[C@H]1C(NCC1)=O)NC(=O)C1C2CC2CN1C([C@H](C(C)(C)C)NC(C(F)(F)F)=O)=O